NC=1N=NC(=CC1C1=CC=C(C=C1)C1N(CCC1)C(=O)OC(C)(C)C)C1=C(C=CC=C1)OCOC tert-butyl 2-(4-(3-amino-6-(2-(methoxymethoxy)phenyl)pyridazin-4-yl)phenyl)pyrrolidine-1-carboxylate